methoxy-2,3-dihydro-1H-isoindol-1-one-hydrochloride Cl.CON1C(C2=CC=CC=C2C1)=O